(5-bromo-6-methylpyridin-2-yl)methanamine hydrochloride Cl.BrC=1C=CC(=NC1C)CN